CC(CN1C2=CC=CC=C2SC3=CC=CC=C31)N(C)C The molecule is a tertiary amine that is a substituted phenothiazine in which the ring nitrogen at position 10 is attached to C-3 of an N,N-dimethylpropan-2-amine moiety. It has a role as a H1-receptor antagonist, a sedative, an antiemetic, a local anaesthetic, an antipruritic drug, an anti-allergic agent and an anticoronaviral agent. It is a member of phenothiazines and a tertiary amine. It is a conjugate base of a promethazine(1+).